(3-maleimidopropionamido)hexanoate C1(C=CC(N1CCC(=O)NC(C(=O)[O-])CCCC)=O)=O